C12CSCC(CNC1)C2 3-thia-7-azabicyclo[3.3.1]nonane